CC=1NCCCN1 (S)-2-Methyl-1,4,5,6-tetrahydropyrimidin